methyl N-methyl-N-(1-(((S)-1-methylaziridin-2-yl)sulfonyl)azetidine-3-carbonyl)-L-valinate CN([C@@H](C(C)C)C(=O)OC)C(=O)C1CN(C1)S(=O)(=O)C1[N@](C1)C